t-butyl (E)-N,N'-diisopropylcarbamimidate C(C)(C)N\C(\OC(C)(C)C)=N/C(C)C